ClC=1C=CC2=C([C@H](C[C@@H](O2)C(=O)NC23CC(C2)(C3)NC(CO[C@@H]3C[C@@H](C3)OC(F)(F)F)=O)O)C1 (2R,4S)-6-chloro-4-hydroxy-N-[3-(2-{[cis-3-(trifluoromethoxy)cyclobutyl]oxy}acetamido)bicyclo[1.1.1]pentan-1-yl]-3,4-dihydro-2H-1-benzopyran-2-carboxamide